C[Si](C)(C)[N-][Si](C)(C)C.[Li+] lithium bistrimethylsilyl-amide